(methoxyisoquinolin-7-yl)benzamide COC1=NC=CC2=CC=C(C=C12)C1=C(C(=O)N)C=CC=C1